FC(OC1=C(C=CC=C1)C1=C(C=NC(=C1)C)C(=O)NC1=NN=C(S1)OCC1=CC=C(C=N1)C(=O)[O-])F 6-(((5-(4-(2-(difluoromethoxy)phenyl)-6-methylpyridine-3-amido)-1,3,4-thiadiazol-2-yl)oxy)methyl)pyridine-3-carboxylate